mono-sodium tritaurin NCCS(=O)(=O)O.NCCS(=O)(=O)O.NCCS(=O)(=O)O.[Na]